C(C1=CC=CC=C1)OC(=O)N1[C@]([C@H](C1)C)(C(=O)O)CC(=O)O (2R,3S)-1-((benzyloxy)carbonyl)-2-(carboxymethyl)-3-methylazetidine-2-carboxylic acid